ClC1=C(C(C=NC2C(CCCC2)N=CC=2C(O)=C(C=C(C2)Cl)Cl)=CC(=C1)Cl)O (+)-N,N'-bis(3,5-dichlorosalicylidene)-1,2-cyclohexanedi-amine